5-ethynylpicolinic Acid Chloride C(#C)C=1C=CC(=NC1)C(=O)Cl